CN1C(=NC2=C1C=C(C=C2)C#CC2=C1C=C(N=CC1=C(N=C2)NC)NC(=O)C2CC2)CC(F)(F)F N-(5-((1-methyl-2-(2,2,2-trifluoroethyl)-1H-benzo[d]imidazol-6-yl)ethynyl)-8-(methylamino)-2,7-naphthyridin-3-yl)cyclopropanecarboxamide